N-(bis(4-(tributylsilyl)phenyl)phosphaneyl)-N-isopropyl-1-(4-(tributylsilyl)phenyl)-1-(2-((trifluoromethyl)thio)phenyl)phosphanamine C(CCC)[Si](C1=CC=C(C=C1)P(N(P(C1=C(C=CC=C1)SC(F)(F)F)C1=CC=C(C=C1)[Si](CCCC)(CCCC)CCCC)C(C)C)C1=CC=C(C=C1)[Si](CCCC)(CCCC)CCCC)(CCCC)CCCC